N-(5-bromo-1H-indol-4-yl)-1-methylcyclopropane-1-carboxamide BrC=1C(=C2C=CNC2=CC1)NC(=O)C1(CC1)C